N,N'-diphenylguanidine C1=CC=C(C=C1)NC(=NC2=CC=CC=C2)N